O=S1(CC2C(=NOC2C1)C=1C=CC(=C(C(=O)NC=2C(=CC3=C(N=C(S3)C)C2)C(=O)NC2=CC(=C(C=C2)F)C(F)(F)F)C1)OC)=O 5-(5-(5,5-dioxido-3a,4,6,6a-tetrahydro-thieno[3,4-d]isoxazol-3-yl)-2-methoxy-benzamido)-N-(4-fluoro-3-(trifluorometh-yl)phenyl)-2-methylbenzo[d]thiazole-6-carboxamide